ON1C(C(OC=2C1=CC(C(C2)(O)OC)(O)OC)O)=O N-hydroxy-6,7-dimethoxy-2,6,7-trihydroxy-2H-1,4-benzoxazin-3(4H)-one